COC=1C=C2C=CC(=CC2=CC1)[Mg]Br 6-methoxy-2-naphthyl-magnesium bromide